O1CCN(CC1)C1=NC(=C2N=CN(C2=N1)C1OCCCC1)NC1=CC=NC=C1 2-Morpholino-N-(pyridin-4-yl)-9-(tetrahydro-2H-pyran-2-yl)-9H-purin-6-amine